1,3-dibromo-2-ethoxypropane BrCC(CBr)OCC